4-(2-(1-hydroxycyclopropyl)-2-methylpropanoyl)-2,3,4,5-tetrahydropyrido[3,4-f][1,4]oxazepine-9-carbonitrile OC1(CC1)C(C(=O)N1CCOC2=C(C1)C=NC=C2C#N)(C)C